N[C@@H](C(=O)OCC)CCCOC1=C(C(=CC(=C1)Cl)Cl)CN1C2=NC=NC(=C2N=C1)N Ethyl (R)-2-amino-5-(2-((6-amino-9H-purin-9-yl)methyl)-3,5-dichlorophenoxy)pentanoat